3-indanone C1CC(C2=CC=CC=C12)=O